CC1C(CCCC1C)NCCCN 2,3-dimethyl-monoaminopropyl-cyclohexylamine